2-{3-[(5-Methoxypyrazin-2-yl)methoxy]phenyl}-3-(methylamino)imidazo[1,2-a]pyridine-7-carbonitrile COC=1N=CC(=NC1)COC=1C=C(C=CC1)C=1N=C2N(C=CC(=C2)C#N)C1NC